BrC1=C(C=C(C(=O)N2CC=3N(CC2)C(N(C3C(=O)NCC3=CC=C(C=C3)OC(C)C)C3=CC=C(C=C3)OC)=O)C=C1)Cl 7-(4-bromo-3-chloro-benzoyl)-N-[(4-isopropoxyphenyl)methyl]-2-(4-methoxyphenyl)-3-oxo-6,8-dihydro-5H-imidazo[1,5-a]pyrazine-1-carboxamide